(S)-N-((3-(3-fluoro-4-morpholinophenyl)-2-oxooxazolidin-5-yl)methyl)-3-hydroxy-4-(hydroxymethyl)benzamide FC=1C=C(C=CC1N1CCOCC1)N1C(O[C@H](C1)CNC(C1=CC(=C(C=C1)CO)O)=O)=O